N-(5-(5-chloro-7-(difluoromethyl)-6-fluoro-1H-indazol-4-yl)pyrazolo[1,5-a]pyridin-2-yl)-2-fluorocyclopropane-1-carboxamide ClC=1C(=C2C=NNC2=C(C1F)C(F)F)C1=CC=2N(C=C1)N=C(C2)NC(=O)C2C(C2)F